3-(((tributylstannyl)methoxy)methyl)oxetan-3-amine C(CCC)[Sn](CCCC)(CCCC)COCC1(COC1)N